FC1([C@@H](CN(C1)C)NC1=NN2C(C(=N1)OC)=C(C(=C2)F)C=2C=CC1=C(N(C(=N1)C)CC(F)F)C2)F (R)-N-(4,4-difluoro-1-methylpyrrolidin-3-yl)-5-(1-(2,2-difluoroethyl)-2-methyl-1H-benzo[d]imidazol-6-yl)-6-fluoro-4-methoxypyrrolo[2,1-f][1,2,4]triazin-2-amine